4-((S or R)-4-((1R,5S)-3,8-diazabicyclo[3.2.1]octan-3-yl)-6-chloro-2-(4-(dimethyl-amino)piperidin-1-yl)-8-fluoro-quinazolin-7-yl)naphthalen [C@H]12CN(C[C@H](CC1)N2)C2=NC(=NC1=C(C(=C(C=C21)Cl)C2=CC=CC1=CC=CC=C21)F)N2CCC(CC2)N(C)C